1-(1H-Benzo[d]imidazol-5-yl)-5-(3-hydroxy-4-methoxyphenyl)imidazolidin-2,4-dion N1C=NC2=C1C=CC(=C2)N2C(NC(C2C2=CC(=C(C=C2)OC)O)=O)=O